NC=1C(=C(C(=O)OC)C=CN1)F methyl 2-amino-3-fluoroisonicotinate